C3-bromo-6-[tert-Butoxycarbonyl-[3-(3,6-dichloro-5-methyl-pyridazin-4-yl)propyl]amino]pyridine-2-carboxylic acid methyl ester COC(=O)C1=NC(=CC=C1Br)N(CCCC1=C(N=NC(=C1C)Cl)Cl)C(=O)OC(C)(C)C